(3R,5R)-5-(3-(3-(2,2-difluoroethoxy)-1-methyl-1H-pyrazole-5-carboxamido)-1H-pyrazol-5-yl)tetrahydrofuran-3-yl bicyclo[1.1.1]pentan-1-ylcarbamate C12(CC(C1)C2)NC(O[C@H]2CO[C@H](C2)C2=CC(=NN2)NC(=O)C2=CC(=NN2C)OCC(F)F)=O